C(N)(OCC(=C(F)C(C)(C)C)COC1=CC2=C(C=N1)C(N(C2)C2CC2)=O)=O tert-butyl-(2-(((2-cyclopropyl-3-oxo-2,3-dihydro-1H-pyrrolo[3,4-c]pyridin-6-yl) oxy) methyl)-3-fluoroallyl) carbamate